[Na+].ClC1=C(C(C(=O)[O-])=CC=C1)C(=O)O chlorophthalic acid monosodium salt